C1NC[C@H]2C1=CNC2 (3aR,6aS)-hexahydropyrrolo[3,4-c]Pyrrole